N-[1-(1,3-thiazol-2-yl)propan-2-yl]acetamide S1C(=NC=C1)CC(C)NC(C)=O